7-Chloro-N-(pyridin-2-yl)chinolin-4-amin ClC1=CC=C2C(=CC=NC2=C1)NC1=NC=CC=C1